FC(OC1=CC=C(C=C1)S(=O)(=O)N[C@H]1C[C@H](C=2C=NNC2C1)C(F)(F)F)(F)F 4-(trifluoromethoxy)-N-((4R,6S)-4-(trifluoromethyl)-4,5,6,7-tetrahydro-1H-indazol-6-yl)benzenesulfonamide